The molecule is a phosphatidylcholine 40:7 in which the acyl groups at positions 1 and 2 are specified as (9Z)-octadecenoyl and (4Z,7Z,10Z,13Z,16Z,19Z)-docosahexaenoyl respectively. It has a role as a mouse metabolite. It derives from an all-cis-docosa-4,7,10,13,16,19-hexaenoic acid and an oleic acid. CCCCCCCC/C=C\\CCCCCCCC(=O)OC[C@H](COP(=O)([O-])OCC[N+](C)(C)C)OC(=O)CC/C=C\\C/C=C\\C/C=C\\C/C=C\\C/C=C\\C/C=C\\CC